3-(4-(4-(methylsulfonyl)phenyl)-5-oxo-6-(pyrimidin-5-yl)-4,5-dihydropyrazin-2-yl)propanal CS(=O)(=O)C1=CC=C(C=C1)N1C=C(N=C(C1=O)C=1C=NC=NC1)CCC=O